C(C)CCCC(CC)OC1CO1 6-ethyl-3-hexyloxyethyleneoxide